2,2,2-Trichloroethyl ((3-cyclohexylpropanoyl)oxy)carbamate C1(CCCCC1)CCC(=O)ONC(OCC(Cl)(Cl)Cl)=O